CC/C=C\C/C=C\C/C=C\C/C=C\C/C=C\C/C=C\CCC(=O)OC[C@H](COP(=O)(O)OC[C@H](CO)O)O 1-(4Z,7Z,10Z,13Z,16Z,19Z-docosahexaenoyl)-glycero-3-phospho-(1'-sn-glycerol)